1H-pyrazol-1-yl-ethylamine N1(N=CC=C1)NCC